FC1=CC=C(C=C1)[C@H]1[C@@H](CNCC1)COC1=CC=C(C(=O)NCCNC(=O)N)C=C1 4-(((3S,4R)-4-(4-fluorophenyl)piperidin-3-yl)methoxy)-N-(2-ureidoethyl)benzamide